C1(CC1)C1=NC=NC(=C1C=1N=C(C2=C(N1)CCN(C2)C#N)OCC2=CC=C(C=C2)C=2N(C=C(N2)C(F)(F)F)C(C)C)OC 2-(4-cyclopropyl-6-methoxypyrimidin-5-yl)-4-((4-(1-isopropyl-4-(trifluoromethyl)-1H-imidazol-2-yl)benzyl)oxy)-7,8-dihydropyrido[4,3-d]pyrimidine-6(5H)-carbonitrile